CN(C1=CC=C(C=C1)C1=CC=C(C=C1)CN(C(=O)C1CCCCC1)C1=CC(=CC=C1)\C=C/C)C (Z)-N-((4'-(Dimethylamino)-[1,1'-biphenyl]-4-yl)methyl)-N-(3-(prop-1-en-1-yl)phenyl)cyclohexanecarboxamide